titanium tetrakis(prop-2-yloxy)titanium CC(C)O[Ti](OC(C)C)(OC(C)C)OC(C)C.[Ti]